NC1=C2NC(=C1N)C=C1C=CC(=N1)C=C1C=CC(N1)=CC=1C=CC(N1)=C2 2,3-diaminoporphyrin